Ethyl 5-(3-iodophenoxy)-1H-1,2,3-triazole-4-carboxylate IC=1C=C(OC2=C(N=NN2)C(=O)OCC)C=CC1